(2-azido-2,2-diphenylethyl)(methyl)sulfamoyl fluoride N(=[N+]=[N-])C(CN(S(=O)(=O)F)C)(C1=CC=CC=C1)C1=CC=CC=C1